methyl 4-[[chloro({1-[(4,4-difluorocyclohexyl)methyl]-4-(trifluoromethyl)-1H-pyrazol-5-yl})methylidene]amino]-2-fluorobenzoate ClC(C1=C(C=NN1CC1CCC(CC1)(F)F)C(F)(F)F)=NC1=CC(=C(C(=O)OC)C=C1)F